2-fluoro-1-(4-(1-(1-(2-fluoroacryloyl)azetidin-3-yl)-3-(4-(trifluoromethyl)phenyl)-1H-indazole-7-carbonyl)piperidin-1-yl)prop-2-en-1-one FC(C(=O)N1CCC(CC1)C(=O)C=1C=CC=C2C(=NN(C12)C1CN(C1)C(C(=C)F)=O)C1=CC=C(C=C1)C(F)(F)F)=C